FC(C(=O)O)(F)F.N1(CCNCC1)C(=O)N piperazine-1-carboxamide trifluoroacetate